N1C(=C(C2=C(C(=C(C(=C12)[2H])[2H])[2H])[2H])CC(C(=O)O)O)[2H] indole-3-lactic acid-d5